FC1=CC=C(C=C1)S(=O)(=O)NCCSC1=NN=CN1C 4-fluoro-N-{2-[(4-methyl-4H-1,2,4-triazol-3-yl)sulfanyl]ethyl}benzene-1-sulfonamide